COC(=O)C1(CC(C1)=O)C1=CC(=CC=C1)Br 1-(3-bromophenyl)-3-oxocyclobutane-1-carboxylic acid methyl ester